2-(trifluoromethyl)-5-(3-(difluoromethoxy)phenyl)-N-(3-(2-hydroxypropyl)-1,2,4-thiadiazol-5-yl)furan-3-carboxamide FC(C=1OC(=CC1C(=O)NC1=NC(=NS1)CC(C)O)C1=CC(=CC=C1)OC(F)F)(F)F